BrC1=NN(C2=CC(=C(C=C12)C)C)C1OCCCC1 bromo-5,6-dimethyl-1-(tetrahydro-2H-pyran-2-yl)-1H-indazole